[Cl-].[Cl-].C1(C=CC=C1)[V+2]C1C=CC=C1 bis(cyclopentadienyl)vanadium(IV) dichloride